bismaleimidylethane C1(C=CC(N1C(C)N1C(C=CC1=O)=O)=O)=O